N-(allyloxy)-4-amino-N-((5-bromopyridin-2-yl)methyl)-1-ethyl-1H-pyrazolo[4,3-c]quinoline-8-carboxamide C(C=C)ON(C(=O)C1=CC=2C3=C(C(=NC2C=C1)N)C=NN3CC)CC3=NC=C(C=C3)Br